5-chloro-1-(2-methoxyethyl)-4-nitro-1H-imidazole ClC1=C(N=CN1CCOC)[N+](=O)[O-]